C1(=CC=CC=C1)S(=O)(=O)C1=CC=C(C=C1)C1CNC1 3-[4-(phenylsulfonyl)phenyl]azetidine